2,3,5,6-tetraacetylpyrazine C(C)(=O)C1=NC(=C(N=C1C(C)=O)C(C)=O)C(C)=O